O[C@@H]1C[C@H](N(C1)C(C1=CC(=CC=C1)N1CCOCC1)=O)C(=O)NCC1=CC=C(C=C1)C1=CN=CO1 (2S,4R)-4-hydroxy-1-(3-morpholinobenzoyl)-N-(4-(oxazol-5-yl)benzyl)pyrrolidine-2-carboxamide